6-{5-chloro-2-[(Oxan-4-yl)amino]pyrimidin-4-yl}-2-{2-[7-(hydroxymethyl)-2,3,4,5-tetrahydro-1H-3-benzoazepin-3-yl]-2-oxoethyl}-2,3-dihydro-1H-isoindol-1-one ClC=1C(=NC(=NC1)NC1CCOCC1)C1=CC=C2CN(C(C2=C1)=O)CC(=O)N1CCC2=C(CC1)C=CC(=C2)CO